C(CC\C=C\CCCCCCC)(=O)O (E)-dodeca-4-enoic acid